C(C1=CC(C(=O)Cl)=CC(C(=O)Cl)=C1)(=O)Cl Trimesic chloride